2-(3-chlorophenyl)-N-[4-(4-chlorophenyl)-1-oxophthalazin-2(1H)-yl]acetamide ClC=1C=C(C=CC1)CC(=O)NN1C(C2=CC=CC=C2C(=N1)C1=CC=C(C=C1)Cl)=O